1,5-Di-O-acetyl-2,3,4-tri-O-methyl-L-fucitol C(C)(=O)OC[C@@H](OC)[C@H](OC)[C@H](OC)[C@@H](OC(C)=O)C